FC1=CC=C(C=C1)N1C(=NN=C1C)[C@@H]1CC[C@H](CC1)OC1=NC=CC=C1 trans-2-((4-(4-(4-Fluorophenyl)-5-methyl-4H-1,2,4-triazol-3-yl)cyclohexyl)oxy)pyridin